ethyl crotonoate C(\C=C\C)(=O)OCC